ClC=1C(=NC=CC1C1=NC(=C(C=C1)CNC[C@H]1NC(CC1)=O)OC)C=1C(=C(C=CC1)NC(C1=NC=CC(=C1)CNCCO)=O)C (S)-N-(3-(3'-chloro-6-methoxy-5-((((5-oxopyrrolidin-2-yl)methyl)amino)methyl)-[2,4'-bipyridin]-2'-yl)-2-methylphenyl)-4-(((2-hydroxyethyl)amino)methyl)picolinamide